N1N=NC2=C1C=CC=C2CCC[C@@H](C(=O)NC)NC(OC(C)(C)C)=O tert-butyl (S)-(5-(1H-benzo[d][1,2,3]triazol-4-yl)-1-(methylamino)-1-oxopentan-2-yl)carbamate